(6S)-6-(hydroxymethyl)-2,5-dioxa-8-azaspiro[3.5]nonane-8-carboxylic acid tert-butyl ester C(C)(C)(C)OC(=O)N1C[C@H](OC2(COC2)C1)CO